C(C)OC(C[C@@H](C1=CC(=CC=C1)C=1C=NN(C1)C)NC(=O)NC=1C(N(C=CC1O)C)=O)=O (S)-3-(3-(4-hydroxy-1-methyl-2-oxo-1,2-dihydropyridin-3-yl)ureido)-3-(3-(1-methyl-1H-pyrazol-4-yl)phenyl)propanoic acid ethyl ester